COC=1C=C(C(=O)N(C)C)C=CC1NC=1N=CC2=CC=CC(=C2C1)C=1C=NN(C1)C 3-methoxy-N,N-dimethyl-4-((5-(1-methyl-1H-pyrazol-4-yl)isoquinolin-3-yl)amino)benzamide